(2S,5R)-2-((3-chloro-4-fluorophenyl)(methyl)carbamoyl)-5-methylpyrrolidine-1-carboxylic acid tert-butyl ester C(C)(C)(C)OC(=O)N1[C@@H](CC[C@H]1C)C(N(C)C1=CC(=C(C=C1)F)Cl)=O